C1(CC1)C=1C=C(C=NC1)C=1C=NC(=CC1)N[C@H](C)C1=CC=C(C=C1)F (R)-5'-cyclopropyl-N-(1-(4-fluorophenyl)ethyl)-[3,3'-bipyridin]-6-amine